N1CC(C1)NC(=O)C=1SC=C(C1)NC1=NC=CC(=N1)NC1=NC(=NC=C1)C1=NC(=CC=C1)C N-(azetidin-3-yl)-4-[[4-[[2-(6-methyl-2-pyridyl)pyrimidin-4-yl]amino]pyrimidin-2-yl]amino]thiophene-2-carboxamide